7-(1H-Imidazol-4-yl)-2-(1-isopentyl-1H-pyrazol-4-yl)-3-isopropylimidazo[2,1-f][1,2,4]triazin-4(3H)-one N1C=NC(=C1)C1=CN=C2C(N(C(=NN21)C=2C=NN(C2)CCC(C)C)C(C)C)=O